C1(CCCC1)NC=1C2=C(N=C(N1)C1=CC=CC=C1)NC(=C2)C N-cyclopentyl-6-methyl-2-phenyl-7H-pyrrolo[2,3-d]pyrimidin-4-amine